4-(3-fluoro-5-methoxy-4-{[2-(trifluoromethyl)phenyl]methoxy}phenyl)-2H,4H,5H,6H,7H-pyrazolo[3,4-b]pyridin-6-one FC=1C=C(C=C(C1OCC1=C(C=CC=C1)C(F)(F)F)OC)C1C=2C(NC(C1)=O)=NNC2